FC(C1=C(C#N)C=C(C=C1)C=O)(F)F 2-trifluoromethyl-5-formylbenzonitrile